C(C)OC(=O)C1=NN(C(C=C1Cl)=O)C1=C(C=C(C=C1OC)C#N)F 4-chloro-1-(4-cyano-2-fluoro-6-methoxyphenyl)-6-oxo-1,6-dihydropyridazine-3-carboxylic acid ethyl ester